ethyl 4-methyl-4-heptenoate CC(CCC(=O)OCC)=CCC